CN(CCN(C1=CC(=C(C=C1[N+](=O)[O-])NC1=NC=C(C(=N1)N1CC(C2=NC(=CC=C21)C)(C)C)C(=O)OC(C)C)OC(C)C)C)C isopropyl 2-((4-((2-(dimethylamino)ethyl)(methyl)amino)-2-isopropoxy-5-nitrophenyl)amino)-4-(3,3,5-trimethyl-2,3-dihydro-1H-pyrrolo[3,2-b]pyridin-1-yl)pyrimidine-5-carboxylate